4-(1-piperidyl)-3-pyrimidin-4-yl-1H-pyrrolo[2,3-b]pyridine N1(CCCCC1)C1=C2C(=NC=C1)NC=C2C2=NC=NC=C2